3,5-pyridinedicarboxylate N1=CC(=CC(=C1)C(=O)[O-])C(=O)[O-]